1,4-bis(pyridin-4-yl)naphthalene N1=CC=C(C=C1)C1=CC=C(C2=CC=CC=C12)C1=CC=NC=C1